C(C)(C)(C)C=1C=C(CN2C(N(C(N(C2=O)CC2=CC(=C(C(=C2)C(C)(C)C)O)C(C)(C)C)=O)CC2=CC(=C(C(=C2)C(C)(C)C)O)C(C)(C)C)=O)C=C(C1O)C(C)(C)C 1,3,5-tris(3,5-di-tert-butyl-4-hydroxybenzyl)-1,3,5-triazin-2,4,6(1h,3h,5h)trione